ClC1=CC=C(CN2C(=NC=3N(C(N(C(C23)=O)CCCO)=O)C)C2(CCC(CC2)C#N)F)C=C1 4-(7-(4-chlorobenzyl)-1-(3-hydroxypropyl)-3-methyl-2,6-dioxo-2,3,6,7-tetrahydro-1H-purin-8-yl)-4-fluorocyclohexane-1-carbonitrile